N1(CCCC1)C=1C=C(N)C=CC1 3-(pyrrolidin-1-yl)aniline